C(C)(C)[C@H]1O[C@H](CN(C1)C(=O)C1=NOC(=N1)C1=C(C(=C(C(=C1)F)F)O)F)C |r| rac-((2r,6s)-2-isopropyl-6-methylmorpholino)(5-(2,4,5-trifluoro-3-hydroxyphenyl)-1,2,4-oxadiazol-3-yl)methanone